Pyridazine-3-carboxamide N1=NC(=CC=C1)C(=O)N